ClC=1C(=NN2C1C(NC(=C2)C2=CC(=C(C=C2)C)C)=O)C(=O)O 3-Chloro-6-(3,4-dimethylphenyl)-4-oxo-4,5-dihydropyrazolo[1,5-a]pyrazine-2-carboxylic acid